[6-[5-(1-hydroxycyclopropyl)-4H-1,2,4-triazol-3-yl]-2-azaspiro[3.3]heptan-2-yl]-[6-[6-(trifluoromethyl)pyridazin-3-yl]oxy-2-azaspiro[3.3]heptan-2-yl]methanone OC1(CC1)C=1NC(=NN1)C1CC2(CN(C2)C(=O)N2CC3(C2)CC(C3)OC=3N=NC(=CC3)C(F)(F)F)C1